FC=1C=C(C=CC1F)[C@H]1[C@@H](C1)NC=1C2=C(N=C(N1)SCCC)N(N=N2)[C@H]2[C@@H]([C@@H]([C@H](C2)OCCO)O)O (1S,2S,3R,5S)-3-{7-[(1R,2S)-2-(3,4-difluorophenyl)cyclopropylamino]5-(propylthio)-3H-(1,2,3)triazolo(4,5-D)pyrimidin-3-yl}-5-(2-hydroxyethoxy)cyclopentane-1,2-diol